2,2'-azino-di-(3-ethylbenzthiazoline-6-sulfonic acid) N(N=C1SC2=C(N1CC)C=CC(=C2)S(=O)(=O)O)=C2SC1=C(N2CC)C=CC(=C1)S(=O)(=O)O